COC(C1=CC=C(C=C1)S(N(C1=CC=CC=C1)C(C(=C)C)=O)(=O)=O)=O 4-(N-methacryloyl-N-phenylsulfamoyl)benzoic acid methyl ester